FC1(CCC(CC1)NC1=CC(=CC(=C1)C=1SC=C(N1)C)C)F N-(4,4-difluorocyclohexyl)-3-methyl-5-(4-methylthiazol-2-yl)aniline